NC1=C(C(=O)NC=2SC(=CC2)C(C)C)C=CC=C1 amino-N-(5-isopropylthiophen-2-yl)benzamide